COC(C1=CC=C(C=C1)N1CCC2(CC(C2)(OC)OC)CC1)=O 4-(2,2-dimethoxy-7-azaspiro[3.5]non-7-yl)benzoic acid methyl ester